C1(=CC=C(C=C1)C1=C(C(=NC(=N1)C1=CN(C2=NC=C(C=C21)F)S(=O)(=O)C2=CC=C(C)C=C2)NC2C(C1CCC2CC1)C(=O)OC)F)C1=CC=CC=C1 (+/-)-trans-methyl 3-((6-([1,1'-biphenyl]-4-yl)-5-fluoro-2-(5-fluoro-1-tosyl-1H-pyrrolo[2,3-b]pyridin-3-yl)pyrimidin-4-yl)amino)bicyclo[2.2.2]octane-2-carboxylate